2-((3,4-dihydroisoquinolin-2(1H)-yl)methyl)-4H-pyran-4-one di-trifluoroacetate FC(C(=O)O)(F)F.FC(C(=O)O)(F)F.C1N(CCC2=CC=CC=C12)CC=1OC=CC(C1)=O